CC1(CN(C=2C1=NC=CC2)C(=O)N2CC1(CC2)CCN(CC1)CC1=C(C=CC=C1)F)C (3,3-dimethyl-2,3-dihydro-1H-pyrrolo[3,2-b]pyridin-1-yl)-(8-(2-fluorobenzyl)-2,8-diazaspiro[4.5]decan-2-yl)methanone